BrC1=C2C(=NC=C1)N(C=C2)C(=O)OC(C)(C)C tert-butyl 4-bromo-1H-pyrrolo[2,3-b]pyridine-1-carboxylate